N=1ON=C2C1C=CC=C2COC2=C(CN[C@H](CO)C(=O)O)C=CC(=C2)OCC=2C(=C(C=CC2)C2=CC=CC=C2)C (2-(benzo[c][1,2,5]oxadiazol-4-ylmethoxy)-4-((2-methyl-[1,1'-biphenyl]-3-yl)methoxy)benzyl)-D-serine